3-(5-(((1-benzylpiperidin-4-yl)amino)methyl)-1-oxoisoindolin-2-yl)piperidine-2,6-dione C(C1=CC=CC=C1)N1CCC(CC1)NCC=1C=C2CN(C(C2=CC1)=O)C1C(NC(CC1)=O)=O